5-chloro-2,4-difluoro-N-(4-(3-(1-methyl-1H-pyrazol-4-yl)imidazo[1,2-b]pyridazin-6-yl)phenyl)benzenesulfonamide ClC=1C(=CC(=C(C1)S(=O)(=O)NC1=CC=C(C=C1)C=1C=CC=2N(N1)C(=CN2)C=2C=NN(C2)C)F)F